N-{(6S,7aS)-2-[4-(2,6-difluorophenyl)-6-(methoxymethyl)-1,2-benzoxazol-3-yl]-3-oxohexahydro-1H-pyrrolo[1,2-c]imidazol-6-yl}ethanesulfonamide FC1=C(C(=CC=C1)F)C1=CC(=CC2=C1C(=NO2)N2C(N1[C@H](C2)C[C@@H](C1)NS(=O)(=O)CC)=O)COC